7-[(3-fluoro-2-pyridinyl)oxy]-3,4-dimethyl-chromen-2-one FC=1C(=NC=CC1)OC1=CC=C2C(=C(C(OC2=C1)=O)C)C